N-(4-(4-((5-methyl-1H-pyrazol-3-yl)amino)-7-(4-methylpiperazin-1-yl)quinazolin-2-yl)-2-nitrophenyl)acrylamide CC1=CC(=NN1)NC1=NC(=NC2=CC(=CC=C12)N1CCN(CC1)C)C1=CC(=C(C=C1)NC(C=C)=O)[N+](=O)[O-]